Ethyl 2-{[1-(cyclopropylmethyl) piperidin-4-yl] methyl}-8-(trifluoromethyl)-4,5-dihydro-2H-furo[2,3-g]indazole-7-carboxylate C1(CC1)CN1CCC(CC1)CN1N=C2C3=C(CCC2=C1)OC(=C3C(F)(F)F)C(=O)OCC